3-(tert-Butyl) 2-methyl (1R,2S,5S)-3-azaspiro[bicyclo[3.1.0]hexane-6,1'-cyclopentane]-2,3-dicarboxylate C12(CCCC1)[C@H]1CN([C@@H]([C@H]12)C(=O)OC)C(=O)OC(C)(C)C